COC1(CN(CCC1)C1CNC(CC1)[N+](=O)[O-])CN(C)C 1-(3-methoxy-1-(6-nitropiperidin-3-yl)piperidin-3-yl)-N,N-dimethylmethylamine